C1(CC1)NC1=CC(=NC=C1I)NC(N(C)C1=NC(=C(C=C1)CN1C(CN(CC1)C)=O)C=O)=O 3-(4-(cyclopropylamino)-5-iodopyridin-2-yl)-1-(6-formyl-5-((4-methyl-2-oxopiperazin-1-yl)methyl)pyridin-2-yl)-1-methylurea